1-eicosyl-2-(9Z-hexadecenoyl)-glycero-3-phosphoserine CCCCCCCCCCCCCCCCCCCCOC[C@H](COP(=O)(O)OC[C@@H](C(=O)O)N)OC(=O)CCCCCCC/C=C\CCCCCC